(R)-3-bromo-2-(2,6-difluorobenzyl)-6-(1,1-difluoropropan-2-yl)-2,4,5,6-Tetrahydro-7H-pyrazolo[3,4-c]pyridin-7-one BrC=1N(N=C2C(N(CCC21)[C@@H](C(F)F)C)=O)CC2=C(C=CC=C2F)F